BrC1=C(C=C2C(=NC(=NC2=C1F)O[C@@H]1[C@H](CCC1)N1CCC(CC1)COCC(=O)OC(C)(C)C)N1CCN(CC1)C(=O)OC(C)(C)C)Cl tert-butyl 4-[7-bromo-2-[(1S,2S)-2-[4-[(2-tert-butoxy-2-oxo-ethoxy)methyl]-1-piperidyl]cyclopentoxy]-6-chloro-8-fluoro-quinazolin-4-yl]piperazine-1-carboxylate